Isopropyl (chloro(phenoxy)phosphoryl)-D-alaninate ClP(=O)(OC1=CC=CC=C1)N[C@H](C)C(=O)OC(C)C